BrC1=C2C=NN(C2=CC=C1[N+](=O)[O-])C 4-bromo-1-methyl-5-nitro-indazole